FC=1C=CC2=C(C(C[C@@H](O2)C(=O)O)=O)C1 (2R)-6-fluoro-4-oxo-3,4-dihydro-2H-1-benzopyran-2-carboxylic acid